benzyl 4-(chlorocarbonyl)piperidine-1-carboxylate ClC(=O)C1CCN(CC1)C(=O)OCC1=CC=CC=C1